N-(6-(2H-1,2,3-triazol-2-yl)-5-(trifluoromethyl)pyridin-3-yl)-3-fluoro-2'-methoxy-[1,1'-biphenyl]-4-carboxamide N=1N(N=CC1)C1=C(C=C(C=N1)NC(=O)C1=C(C=C(C=C1)C1=C(C=CC=C1)OC)F)C(F)(F)F